1-[(2R,6S)-6-[[bis(4-methoxyphenyl)-phenyl-methoxy]methyl]-3,5-dihydroxy-6-(triisopropylsiloxymethyl)-1,4-dioxan-2-yl]pyrimidine-2,4-dione COC1=CC=C(C=C1)C(OC[C@@]1(C(OC([C@@H](O1)N1C(NC(C=C1)=O)=O)O)O)CO[Si](C(C)C)(C(C)C)C(C)C)(C1=CC=CC=C1)C1=CC=C(C=C1)OC